4-(benzyloxy)-1-bromo-2-(4-methoxy-3,3-dimethylbut-1-yn-1-yl)benzene C(C1=CC=CC=C1)OC1=CC(=C(C=C1)Br)C#CC(COC)(C)C